(R)-6-((3-fluoropiperidin-1-yl)methyl)-2-(3-(3-((4-methyl-4H-1,2,4-triazol-3-yl)methyl)oxetan-3-yl)phenyl)-4-(trifluoromethyl)isoindolin-1-one F[C@H]1CN(CCC1)CC1=CC(=C2CN(C(C2=C1)=O)C1=CC(=CC=C1)C1(COC1)CC1=NN=CN1C)C(F)(F)F